(trimethyl)methylcyclopentadiene platinum [Pt].CC1=C(C(=C(C1)C)C)C